3-(1-(4-chlorophenyl)cyclopropyl)-2-mercapto-3,7-dihydro-6h-purin-6-one ClC1=CC=C(C=C1)C1(CC1)N1C(=NC(C=2NC=NC12)=O)S